S(=O)(OCCCF)OC(F)(F)F (3-fluoropropyl) (trifluoromethyl) sulfite